O(CCCN)CCCN 3,3'-oxybis(propan-1-amine)